4-((2-((9-Aminononyl)amino)-2-oxoethyl)amino)-2-methyl-N-(5-methylthiazol-2-yl)benzamide NCCCCCCCCCNC(CNC1=CC(=C(C(=O)NC=2SC(=CN2)C)C=C1)C)=O